ClC1=NC2=C(C=C(C=C2C=C1C(=O)OCC)F)F ethyl 2-chloro-6,8-difluoroquinoline-3-carboxylate